5-methoxy-2-methyl-pyrimidin-4-amine COC=1C(=NC(=NC1)C)N